FC1=C(C=C(C=C1)NC(C=C)=O)NC1=NC(=NC=C1N1CCOCC1)NC=1C=NN(C1)C N-(4-fluoro-3-((2-((1-methyl-1H-pyrazol-4-yl)amino)-5-morpholinopyrimidin-4-yl)amino)phenyl)acrylamide